tert-butyl N-([1,2,4]triazolo[4,3-a]pyridin-5-yl)carbamate N=1N=CN2C1C=CC=C2NC(OC(C)(C)C)=O